COC1=CC=C(C=C1)NC(\C=C\C=1C=C2C=CC(OC2=C(C1)C1=CC(=CC=C1)OC)(C)C)=O (E)-N-(4-methoxyphenyl)-3-[8-(3-methoxyphenyl)-2,2-dimethyl-2H-chromen-6-yl]acrylamide